CC=1C(=NOC1)CC1(COC1)C=1C=C(N)C=CC1 3-[3-[(4-methyl-1,2-oxazol-3-yl)methyl]oxetan-3-yl]aniline